2'-bromo-3-chloro-4-[(3,5-difluoropyridin-2-yl)methoxy]-3',5',6-trimethyl-[1,4'-bipyridin]-2-one BrC1=NC=C(C(=C1C)N1C(C(=C(C=C1C)OCC1=NC=C(C=C1F)F)Cl)=O)C